IC1=CN(C2=CC=C(C=C12)OC)C 3-Iodo-5-methoxy-1-methylindole